C12C(C(C(C=C1)C2)C(=O)[O-])C(=O)[O-] bicyclo[2.2.1]hept-5-ene-2,3-dicarboxylate